3-((difluoromethoxy)methyl)isoxazole-4-carboxamide FC(OCC1=NOC=C1C(=O)N)F